1-[3-Chloro-4-({4-[(3S,4S)-3,4-difluoropyrrolidin-1-yl]-5-(trifluoromethyl)pyrimidine-2-yl}amino)phenyl]piperidin-3-ol ClC=1C=C(C=CC1NC1=NC=C(C(=N1)N1C[C@@H]([C@H](C1)F)F)C(F)(F)F)N1CC(CCC1)O